[18F]CCCCN1C(SC(=C1C)C)=NC(=O)C1C(C1(C)C)(C)C N-(3-(4-([18F]fluoro)butyl)-4,5-dimethylthiazole-2(3H)-ylidene)-2,2,3,3-tetramethylcyclopropane-1-carboxamide